FC1=CC=C(C=C1)C1N(CC(N(C1)C(=O)OC(C)C)C)C(C(F)(F)F)=O isopropyl 5-(4-fluorophenyl)-2-methyl-4-(2,2,2-trifluoroacetyl)piperazine-1-carboxylate